C(C1=CC=CC=C1)(C1=CC=CC=C1)(C1=CC=CC=C1)N1C=NC(=C1)/C=C/CCCC(=O)O (E)-6-(1-trityl-1H-imidazol-4-yl)hex-5-enoic acid